4-chloro-5-[4-(2-chloro-benzenesulfonyl)-piperazin-1-yl]-benzofuran-2-carboxylic acid ClC1=C(C=CC2=C1C=C(O2)C(=O)O)N2CCN(CC2)S(=O)(=O)C2=C(C=CC=C2)Cl